2,3,3,3-tetrafluoropropene acrylate C(C=C)(=O)O.FC(=C)C(F)(F)F